2-Chloro-5-fluoro-3-(6-oxo-1H-pyridin-3-yl)benzoic acid ClC1=C(C(=O)O)C=C(C=C1C1=CNC(C=C1)=O)F